FC1=CC=C(C(=O)NC(C)C=2N=C3CCCN(C3=CC2)C(=O)OC2COC2)C=C1 oxetan-3-yl 6-(1-(4-fluorobenzamido)ethyl)-3,4-dihydro-1,5-naphthyridine-1(2H)-carboxylate